ClC1=CC(=C(C=C1)C1=CC(=CN2C1=NC(=C(C2=O)C)C)N2CC(OCC2)C=2C=NN(C2)COCC[Si](C)(C)C)F 9-(4-chloro-2-fluoro-phenyl)-2,3-dimethyl-7-[2-[1-(2-trimethylsilylethoxy-methyl)pyrazol-4-yl]morpholin-4-yl]pyrido[1,2-a]pyrimidin-4-one